C(C)N1N=NN=C1C=1C(=C(C(=C(C(=O)N(C)C)C1C(F)(F)F)C)C(=O)N)F (1-ethyl-1H-tetrazol-5-yl)-4-fluoro-N,N,2-trimethyl-6-(trifluoromethyl)isophthalamide